ClC1=C(C(=CC=C1)F)C1C(CN(C1)CC(F)(F)F)C(=O)O 4-(2-Chloro-6-fluorophenyl)-1-(2,2,2-trifluoroethyl)pyrrolidine-3-carboxylic acid